3-Benzyl-4-[dimethyl(phenyl)silyl]-N-(quinolin-8-yl)butanamide C(C1=CC=CC=C1)C(CC(=O)NC=1C=CC=C2C=CC=NC12)C[Si](C1=CC=CC=C1)(C)C